COC1=CC=C(C=C1)SN1C(C2=CC=CC=C2C1=O)=O 2-[(4-methoxyphenyl)thio]-1H-isoindole-1,3(2H)-dione